dimethylsilylenebis(indenyl)hafnium C[Si](=[Hf](C1C=CC2=CC=CC=C12)C1C=CC2=CC=CC=C12)C